ClC1=NC=C(C(=C1)C(=O)NCC(F)C1=C(C=C(C=C1)F)F)OC1=CC(=CC=C1)C 2-chloro-N-[2-(2,4-difluorophenyl)-2-fluoro-ethyl]-5-(3-methylphenoxy)pyridine-4-carboxamide